[Cl-].[Cl-].CC12C3C(=C4C=5C=CC=CC5CC4=C1C(C(C(C2(C)C)(C)C)(C)C)(C)[Zr+2])C=CCC3 (octamethyloctahydrodibenzofluorenyl)zirconium dichloride